C(C)(C)(C)OC(N(C[C@H]1CCOC2=C(C=CC=C12)C=1C=NC=CC1)C)=O.O=C1C=CN(C2=CC=CC=C12)N(N=CC1=COC2=C1C=CC=C2)C(C)=O (4-oxo-4H-quinolin-1-yl)-acetyl-(benzofuran-3-ylmethylene)hydrazine tert-butyl-(S)-methyl((8-(pyridin-3-yl)chroman-4-yl)methyl)carbamate